3-((3aS*,7aR*)-3,3-difluorohexahydro-1H-pyrrolo[3,2-c]pyridin-5(6H)-yl)-2,2-dimethylpropanoic acid FC1(CN[C@H]2[C@@H]1CN(CC2)CC(C(=O)O)(C)C)F |o1:4,5|